rac-methyl (E)-5-((4R,5R)-7-ethyl-4-(4-fluorophenyl)-6-oxo-1-phenyl-5-(3-(trifluoromethyl)benzamido)-4,5,6,7-tetrahydro-1H-pyrazolo[3,4-b]pyridin-3-yl)pent-2-enoate C(C)N1C2=C([C@H]([C@H](C1=O)NC(C1=CC(=CC=C1)C(F)(F)F)=O)C1=CC=C(C=C1)F)C(=NN2C2=CC=CC=C2)CC/C=C/C(=O)OC |r|